CN1NC2=NC(=CC(=C2C1=O)NC1=CC=CC2=C1OCC=1C2=NN(C1)C)NC(=O)C1CC1 N-(2-methyl-4-((2-methyl-2,4-dihydrochromeno[4,3-c]pyrazol-6-yl)amino)-3-oxo-2,3-dihydro-1H-pyrazolo[3,4-b]pyridin-6-yl)cyclopropanecarboxamide